Cl.Cl.ClC=1C(=NC2=CC=C(C=C2C1)C1=CN=CC(=N1)CN)N1CCNCC1 [6-(3-chloro-2-piperazin-1-yl-6-quinolyl)pyrazin-2-yl]methanamine dihydrochloride